2-((cyclopropylmethyl)sulfonyl)-4-(thiophen-2-yl)-6-(trifluoromethyl)pyrimidine C1(CC1)CS(=O)(=O)C1=NC(=CC(=N1)C=1SC=CC1)C(F)(F)F